(R)-1-(5-chloro-3-fluoro-pyridin-2-yl)-3-(oxetan-3-ylmethyl)-4-(4-(trifluoromethyl)benzyl)-piperazine-2,5-dione ClC=1C=C(C(=NC1)N1C([C@H](N(C(C1)=O)CC1=CC=C(C=C1)C(F)(F)F)CC1COC1)=O)F